[2-amino-6-(2,6-difluoro-benzoyl)imidazo[1,2-a]pyridin-3-yl]-phenyl-methanone NC=1N=C2N(C=C(C=C2)C(C2=C(C=CC=C2F)F)=O)C1C(=O)C1=CC=CC=C1